(1-{2-[(2S)-2-{[5-(1-methyl-1H-pyrazol-4-yl)-1H-[1,2,3]triazolo[4,5-b]pyrazin-1-yl]methyl}morpholin-4-yl]pyrimidin-5-yl}azetidin-3-yl)sodium hydride [H-].CN1N=CC(=C1)C=1N=C2C(=NC1)N(N=N2)C[C@@H]2CN(CCO2)C2=NC=C(C=N2)N2CC(C2)[Na]